N1=CC=C(C=C1)C1=CC=C2C=CC(NC2=C1)=O 7-(pyridin-4-yl)quinolone